C(C)(C)(C)OC(=O)N1[C@@H](CC(C1)=O)C(=O)O (S)-N-t-butyloxycarbonyl-4-oxopyrrolidine-2-carboxylic acid